((2R,3S)-3-amino-2-hydroxy-4-phenylbutyl)-N-isobutylbenzo[d]thiazole-6-sulfonamide N[C@H]([C@@H](CC=1SC2=C(N1)C=CC(=C2)S(=O)(=O)NCC(C)C)O)CC2=CC=CC=C2